2,2'-isopropylidenebis(4-phenyl-2-oxazoline) zinc (II) [Zn+2].C(C)(C)(C=1OCC(N1)C1=CC=CC=C1)C=1OCC(N1)C1=CC=CC=C1